ClC=1C=CC(=C(C1)C1=NN(C=C1NC(=O)C=1C=NN2C1N=CC=C2)CC2(CCCCC2)O)OC N-(3-(5-chloro-2-methoxyphenyl)-1-((1-hydroxycyclohexyl)methyl)-1H-pyrazol-4-yl)pyrazolo[1,5-a]pyrimidine-3-carboxamide